6-methoxy-2-(1-methyl-2-oxo-3-oxa-1-azaspiro[4.5]Decane-8-yl)-2H-indazole-5-carboxamide COC=1C(=CC2=CN(N=C2C1)C1CCC2(COC(N2C)=O)CC1)C(=O)N